NC1=NC=CC(=C1CN1CC(C1)(C)O)OC1=C(C=C(C=C1)NC(=O)C=1C=NN(C1C(F)(F)F)C1=NC=CC=C1F)F N-[4-[[2-amino-3-[(3-hydroxy-3-methyl-azetidin-1-yl)methyl]-4-pyridyl]oxy]-3-fluoro-phenyl]-1-(3-fluoro-2-pyridyl)-5-(trifluoromethyl)pyrazole-4-carboxamide